3-hydroxy-3-(2,4,6-trifluorophenyl)butanoic acid OC(CC(=O)O)(C)C1=C(C=C(C=C1F)F)F